Ethyl 4-(4-nitrophenyl)tetrahydro-2H-pyran-4-carboxylate [N+](=O)([O-])C1=CC=C(C=C1)C1(CCOCC1)C(=O)OCC